2-(3-amino-7,8-dihydro-6H-cyclopenta[g]quinolin-2-yl)propan-2-ol NC=1C(=NC2=CC3=C(C=C2C1)CCC3)C(C)(C)O